ClC1=C(C=CC2=C1OCCN2)C(=O)O 8-chloro-3,4-dihydro-2H-benzo[b][1,4]oxazine-7-carboxylic acid